1-Tert-butyl 4-[1-(2,6-dioxo-3-piperidyl)-3-methyl-2-oxo-benzimidazol-4-yl]-2-(trifluoromethyl)-3,6-dihydro-2H-pyridine-1-carboxylate O=C1NC(CCC1N1C(N(C2=C1C=CC=C2C=2CC(N(CC2)C(=O)OC(C)(C)C)C(F)(F)F)C)=O)=O